C1(CC1)S(=O)(=O)N1N=CC(=C1)C1=NC=CC(=N1)NC1=NC=C(C(=C1)NC1CCC(CC1)(C)CN(C)C)C1=NN(C=C1)CC(F)F N2-(2-(1-(Cyclopropylsulfonyl)-1H-pyrazol-4-yl)pyrimidin-4-yl)-5-(1-(2,2-difluoroethyl)-1H-pyrazol-3-yl)-N4-(4-((dimethylamino)methyl)-4-methylcyclohexyl)pyridine-2,4-diamine